C(#N)N1CC2=CC(=CC(=C2C1)C1=C(C(=O)N)C=CC=C1)CCOC (2-cyano-6-(2-methoxyethyl)isoindolin-4-yl)benzamide